(6S)-6-[2-Chloro-3-(2,4-difluoro-phenyl)phenyl]-2-imino-6-methyl-3-[(2S,4S)-2-methyltetrahydro-pyran-4-yl]hexahydropyrimidin-4-one trifluoroacetic acid salt FC(C(=O)O)(F)F.ClC1=C(C=CC=C1C1=C(C=C(C=C1)F)F)[C@@]1(CC(N(C(N1)=N)[C@@H]1C[C@@H](OCC1)C)=O)C